COC(CC=C(CCCC(CCCC(CCCC(C)C)C)C)C)=O.CNS(=O)(=O)C1=CC(=CC(=C1)C=1N=C2C(=NC1)NC=C2C=2C=NN(C2)C2CCNCC2)N2[C@@H](CCC2)C (R)-N-methyl-3-(2-methylpyrrolidin-1-yl)-5-(7-(1-(piperidin-4-yl)-1H-pyrazol-4-yl)-5H-pyrrolo[2,3-b]pyrazin-2-yl)benzenesulfonamide methyl-4,8,12,16-tetramethylheptadeca-3-enoate